BrC1=CN=CN1 5-Bromoimidazol